FC(CN1N=NC2=C1C=C(C=C2)C=2C(=CN1N=C(N=C(C12)OC)N[C@@H]1[C@@H](CN(CC1)C(C([2H])([2H])[2H])=O)F)F)F 1-((3R,4S)-4-((5-(1-(2,2-difluoroethyl)-1H-benzo[d][1,2,3]triazol-6-yl)-6-fluoro-4-methoxypyrrolo[2,1-f][1,2,4]triazin-2-yl)amino)-3-fluoropiperidin-1-yl)ethan-1-one-2,2,2-d3